N1NC(N=C1)=S 1H-1,2,4-triazol-3-thione